CN(CCN1CCN(CC1)C1=NC=CC=C1C1C=2N(C3=CC=CC=C3N1C(C)=O)C=CC2)C 1-(4-(2-(4-(2-(Dimethylamino)ethyl)piperazin-1-yl)pyridin-3-yl)pyrrolo[1,2-a]quinoxalin-5(4H)-yl)ethan-1-one